(3R,4R)-3-(isonicotinamido)azepan-4-yl 4-(2-fluoro-6-hydroxy-3-methoxybenzoyl)benzoate FC1=C(C(=O)C2=CC=C(C(=O)O[C@H]3[C@@H](CNCCC3)NC(C3=CC=NC=C3)=O)C=C2)C(=CC=C1OC)O